(pyridine) iridium (iii) [Ir+3].N1=CC=CC=C1